OCC(\C=C\C1=CC=C(C=C1)\C=C\C(C1=CC=C(C=C1)CN1CCNCC1)=O)=O (E)-1-Hydroxy-4-[4-[(E)-3-oxo-3-[4-(piperazin-1-ylmethyl)phenyl]prop-1-enyl]phenyl]but-3-en-2-one